FC1=C(C=CC=C1[N+](=O)[O-])C=1C(=NN(N1)C([2H])([2H])[2H])CN(C(OC(C)(C)C)=O)C tert-butyl ((5-(2-fluoro-3-nitro phenyl)-2-(methyl-d3)-2H-1,2,3-triazol-4-yl)methyl)(methyl)carbamate